4-(((2R)-4-(hexahydropyrrolo[3,4-c]pyrrol-2(1H)-yl)-1-(phenylthio)butan-2-yl)amino)-3-((trifluoromethyl)sulfonyl)benzene C1N(CC2C1CNC2)CC[C@H](CSC2=CC=CC=C2)NC2=C(C=CC=C2)S(=O)(=O)C(F)(F)F